COC1=CC(=C(C=C1)C2COC3=CC(=CC(=C3C2=O)O)O)OC The molecule is a dihydroxyflavanone that is flavanone substituted by hydroxy groups at positions 5 and 7 and methoxy groups at positions 2' and 4' respectively. It has a role as a plant metabolite. It is a dimethoxyflavanone and a dihydroxyflavanone. It derives from a flavanone.